tridecylarginine C(CCCCCCCCCCCC)N[C@@H](CCCNC(N)=N)C(=O)O